N1(CCCCC1)C=1C=NN2C1N=CC=C2N 3-piperidinyl-pyrazolo[1,5-a]pyrimidin-7-amine